2-(4-(quinolin-4-yl)cyclohexyl)acetonitrile N1=CC=C(C2=CC=CC=C12)C1CCC(CC1)CC#N